COC1=C(C=CC=C1C=1N=NN(N1)C)NC1=C2C(=NC(=C1)NC1=CN=CC(=N1)C#N)NN(C2=O)C 6-((4-((2-methoxy-3-(2-methyl-2H-tetrazol-5-yl)phenyl)amino)-2-methyl-3-oxo-2,3-dihydro-1H-pyrazolo[3,4-b]pyridin-6-yl)amino)pyrazine-2-carbonitrile